ClC=1C(=NC=CC1)N1NC(CC1)=O 2-(3-chloropyridine-2-yl)-5-oxo-pyrazolidine